N=1C=NN2C1C=C(C=C2)C=2C(=C1CCCC1=CC2)NC(=O)NS(=O)(=O)C2=NN1C([C@H](OCC1)C1CC1)=C2 (R)-N-((5-([1,2,4]triazolo[1,5-a]pyridin-7-yl)-2,3-dihydro-1H-inden-4-yl)carbamoyl)-4-cyclopropyl-6,7-dihydro-4H-pyrazolo[5,1-c][1,4]oxazine-2-sulfonamide